7-[[6-(trifluoromethyl)-3-pyridinyl]methyl]-2,7-diazaspiro[3.5]nonane FC(C1=CC=C(C=N1)CN1CCC2(CNC2)CC1)(F)F